rac-(4aR,8aS)-6-[2-methyl-3-[[2-methyl-4-(trifluoromethoxy)phenyl]methoxy]azetidine-1-carbonyl]-4,4a,5,7,8,8a-hexahydropyrido[4,3-b][1,4]oxazin-3-one CC1N(CC1OCC1=C(C=C(C=C1)OC(F)(F)F)C)C(=O)N1C[C@@H]2[C@@H](OCC(N2)=O)CC1 |r|